4-((1-((2,4-dichlorophenyl)sulfonyl)-3-(dimethylamino)azetidin-3-yl)methoxy)-2-fluorobenzonitrile ClC1=C(C=CC(=C1)Cl)S(=O)(=O)N1CC(C1)(N(C)C)COC1=CC(=C(C#N)C=C1)F